tert-Butyl 2-[4-[4-[[(3RS)-2,6-dioxo-3-piperidyl]oxy]phenyl]piperazin-1-yl]acetate O=C1NC(CC[C@H]1OC1=CC=C(C=C1)N1CCN(CC1)CC(=O)OC(C)(C)C)=O |r|